ClC1=C(C=CC=C1)N1C(O[C@@]2(C1)C[C@@H](C(CC2)(F)F)CN2C=NC1=C2C=C(C=C1)C#N)=O (((5R,7R)-3-(2-chlorophenyl)-8,8-difluoro-2-oxo-1-oxa-3-azaspiro[4.5]decan-7-yl)methyl)-1H-benzo[d]imidazole-6-carbonitrile